3-(3-((tert-butyldimethylsilyl)oxy)-4-methoxyphenyl)isothiazol-5-amine [Si](C)(C)(C(C)(C)C)OC=1C=C(C=CC1OC)C1=NSC(=C1)N